O=C1C[C@H](CC1)C(=O)N1CCN(CC1)CC1=CN=C2C=C(C(NC2=C1)=O)CC 7-[(4-{[(S)-3-oxocyclopentyl]carbonyl}-1-piperazinyl)methyl]-3-ethyl-1,5-diaza-2(1H)-naphthalenone